5a-(4-bromophenyl)-3-chloro-8a-hydroxy-6-phenyl-5a,7,8,8a-tetrahydro-6H-cyclopenta[4,5]furo[3,2-b]pyridin-8-yl methanesulfonate CS(=O)(=O)OC1CC(C2(C1(C1=NC=C(C=C1O2)Cl)O)C2=CC=C(C=C2)Br)C2=CC=CC=C2